C1(=C2N(C=N1)CCC2)C(C(=O)NC=2SC=CN2)N2N=C1C=C(C=C(C1=C2)F)C2=CC(=C(C=C2)N2CCOCC2)F 2-(6,7-dihydro-5H-pyrrolo[1,2-c]imidazol-1-yl)-2-(4-fluoro-6-(3-fluoro-4-morpholinylphenyl)-2H-indazol-2-yl)-N-(thiazol-2-yl)acetamide